FC1=C(C=C(C=C1)F)[C@@H]1N(C[C@@H](C1)O)C1=NC=2N(C=C1)N=C(C2NC(=O)N[C@H]2[C@@H](C2)O)F 1-(5-((2R,4R)-2-(2,5-difluorophenyl)-4-hydroxypyrrolidin-1-yl)-2-fluoropyrazolo[1,5-a]pyrimidin-3-yl)-3-((1R,2R)-2-hydroxycyclopropyl)urea